Tert-butyl (3E)-3-[(dimethylamino)methylidene]-4-oxopyrrolidine-1-carboxylate CN(C)\C=C\1/CN(CC1=O)C(=O)OC(C)(C)C